FC1([C@@H](C[C@H]2C[C@@H]([C@H]3[C@@H]4CC[C@H]([C@@H](CCCNCCCS(=O)(=O)CCCNCCC[C@@H](C)[C@H]5CC[C@H]6[C@@H]7[C@H](C[C@@H]8C[C@H](C(C[C@]8(C)[C@H]7CC[C@]56C)(F)F)O)O)C)[C@]4(CC[C@@H]3[C@]2(C1)C)C)O)O)F N-(2,2-difluoro-3beta,7beta-dihydroxy-5beta-cholan-24-yl)2-aminoethylmethylsulfone